(E)-3-(4-(methylsulfonyl)phenyl)-2-propen-1-ol CS(=O)(=O)C1=CC=C(C=C1)/C=C/CO